2-(4-(6-(4-chloro-2-fluorobenzyloxy)pyridin-2-yl)-3-fluorobenzyl)-1-(oxazol-5-ylmethyl)-1H-benzo[d]imidazole-6-carboxylic acid ClC1=CC(=C(COC2=CC=CC(=N2)C2=C(C=C(CC3=NC4=C(N3CC3=CN=CO3)C=C(C=C4)C(=O)O)C=C2)F)C=C1)F